N-Bocaminocarboxylic acid C(=O)(OC(C)(C)C)NC(=O)O